FC=1C=CC2=C(N=C(O2)NC=2OC3=C(N2)C=C(C=C3)C3(CC3)C(=O)NCCOCCO)C1 1-(2-((5-fluorobenzo[d]oxazol-2-yl)amino)benzo[d]oxazol-5-yl)-N-(2-(2-hydroxyethoxy)ethyl)cyclopropane-1-carboxamide